C(C=C)(=O)N1[C@H](CN(C[C@H]1C)C1=NC(N2C3=C(C(=C(C=C13)C(F)(F)F)C1=CC=C(C=C1)F)SC[C@H](C2)C2=NC=CC=C2)=O)C (R)-8-((3S,5R)-4-propenoyl-3,5-dimethylpiperazin-1-yl)-11-(4-fluorophenyl)-3-(pyridin-2-yl)-10-(trifluoromethyl)-3,4-dihydro-2H,6H-[1,4]thiazepino[2,3,4-ij]quinazolin-6-one